N-(2-morpholin-4-ylethyl)benzamide N1(CCOCC1)CCNC(C1=CC=CC=C1)=O